C(C)(=O)NC(C(=O)NC1=CC=C(C=C1)C1=NC2=C(N1[C@@H](C)C1=CC=C(C=C1)C)C=C(C=C2)C)C2=CC=C(C=C2)S(=O)(=O)CC 2-acetamido-2-(4-(ethylsulfonyl)phenyl)-N-(4-(6-methyl-1-((S)-1-(p-tolyl)ethyl)-1H-benzo[d]imidazol-2-yl)phenyl)acetamide